(R)-2-((2-amino-4-chloro-3-ethynyl-5-(methoxycarbonyl)phenoxy)methyl)pyrrolidine-1-carboxylic acid tert-butyl ester C(C)(C)(C)OC(=O)N1[C@H](CCC1)COC1=C(C(=C(C(=C1)C(=O)OC)Cl)C#C)N